C12(CC3CC(CC(C1)C3)C2)C=2C=CC=3N(C1=CC=CC=C1C3C2)C2=CC=C(C=O)C=C2 4-[3-(1-adamantyl)-9H-carbazol-9-yl]benzaldehyde